4-(3-chloro-4-fluorophenyl)-2-(naphthalen-2-yl)quinazoline-4,6-diamine ClC=1C=C(C=CC1F)C1(NC(=NC2=CC=C(C=C12)N)C1=CC2=CC=CC=C2C=C1)N